N-({8-[(E)-3-(1-methyl-2-pyrrolidinyl)acryloyl]-8-aza-1-spiro[4.5]decyl}methyl)-2-hydroxy-4-toluamide CN1C(CCC1)/C=C/C(=O)N1CCC2(CCCC2CNC(=O)C2=CC(=C(C=C2)C)O)CC1